NCCNCCN(CCN)CCN tri(2-aminoethyl)ethylenediamine